(1S,2S,3R,4S,5S)-1-(hydroxymethyl)-5-((6-((2-nitro-4-(1H-1,2,3-triazol-1-yl)phenyl)amino)hexyl)amino)cyclohexane-1,2,3,4-tetraol OC[C@@]1([C@H]([C@@H]([C@H]([C@H](C1)NCCCCCCNC1=C(C=C(C=C1)N1N=NC=C1)[N+](=O)[O-])O)O)O)O